N-(3-aminopropyl)-N-methyl-carbamic acid tert-butyl ester C(C)(C)(C)OC(N(C)CCCN)=O